C(C)(C)(C)OC(=O)N1C[C@H](NCC1)COC1=C2C(=NC=NC2=CC(=C1Cl)Br)O (S)-3-(((7-bromo-6-chloro-4-hydroxyquinazolin-5-yl)oxy)methyl)piperazine-1-carboxylic acid tert-butyl ester